6-(4-chlorobenzyl)-2-(3-methylbutyl)-8-(morpholin-4-yl)-2,6-dihydroimidazo[1,2-c]pyrido[2,3-e]pyrimidin-5(3H)-one ClC1=CC=C(CN2C(N3C(C4=C2C=C(C=N4)N4CCOCC4)=NC(C3)CCC(C)C)=O)C=C1